Methyl 5-((2-(3-(2-(N-(3-chloro-4-(trifluoromethoxy)benzyl)-2,2,2-trifluoroacetamido)ethyl)pyrrolidin-1-yl)ethyl)amino)benzo[c][2,6]naphthyridine-8-carboxylate ClC=1C=C(CN(C(C(F)(F)F)=O)CCC2CN(CC2)CCNC2=NC3=C(C4=CN=CC=C24)C=CC(=C3)C(=O)OC)C=CC1OC(F)(F)F